CC(COC(=O)C=1N=NC=CC1)C pyridazine-3-carboxylic acid 2-methylpropyl ester